ethyl 2-iodo-2,2-difluoroacetate IC(C(=O)OCC)(F)F